tert-butyl (1-(2-formylphenoxy)-2-oxo-7,10,13-trioxa-3-azahexadecan-16-yl)carbamate C(=O)C1=C(OCC(NCCCOCCOCCOCCCNC(OC(C)(C)C)=O)=O)C=CC=C1